3,5-dimethyl-2-mercaptobenzimidazole CN1C(=NC2=C1C=C(C=C2)C)S